(Z)-3-fluoro-2-[[4-(1H-imidazol-2-yl)phenoxy]methyl]prop-2-en-1-amine hydrochloride Cl.F\C=C(\CN)/COC1=CC=C(C=C1)C=1NC=CN1